1-(4-fluorophenyl)-1H-1,2,3-triazole-4-carboxamide FC1=CC=C(C=C1)N1N=NC(=C1)C(=O)N